Heptadecan-9-yl(7-((2-hydroxyethyl)amino) heptyl) carbonate C(OCCCCCCC(NCCO)C(CCCCCCCC)CCCCCCCC)([O-])=O